The molecule is the methanesulfonate salt of benzatropine. An acetylcholine receptor antagonist, it is used in the treatment of Parkinson's disease, and to reduce parkinsonism and akathisia side effects of antipsychotic treatments. It has a role as an antiparkinson drug, a parasympatholytic and an anticoronaviral agent. It contains a benzatropine. C[NH+]1[C@@H]2CC[C@H]1CC(C2)OC(C3=CC=CC=C3)C4=CC=CC=C4.CS(=O)(=O)[O-]